methyl (3S)-1-(5-(4,4,5,5-tetramethyl-1,3,2-dioxaborolan-2-yl)-2,3-dihydro-1H-inden-1-yl)pyrrolidine-3-carboxylate CC1(OB(OC1(C)C)C=1C=C2CCC(C2=CC1)N1C[C@H](CC1)C(=O)OC)C